5-(1-(((benzyloxy)carbonyl)amino)cyclopropyl)-2-(hydroxymethyl)benzoic acid C(C1=CC=CC=C1)OC(=O)NC1(CC1)C=1C=CC(=C(C(=O)O)C1)CO